ClC=1C(=NC=CC1SCC1=CC=C(C=C1)OC)N=S(C)(C)=C=O ((3-chloro-4-((4-methoxybenzyl)thio)pyridin-2-yl)imino)dimethyl-lambda6-Thioketone